C(C=C)(=O)OC(C(C(C(C(C(C(OC(C(C(C(C(F)(F)F)(F)F)(F)F)(F)F)(F)F)(F)F)(F)F)(F)F)(F)F)(F)F)(F)F)=O perfluoro(8-oxatridecanoyl) acrylate